(1S,4R)-N-benzyl-7-(7-bromo-2,6-dichloro-8-fluoroquinazolin-4-yl)-N-methyl-7-azabicyclo[2.2.1]heptan-2-amine C(C1=CC=CC=C1)N(C1[C@@H]2CC[C@H](C1)N2C2=NC(=NC1=C(C(=C(C=C21)Cl)Br)F)Cl)C